N[C@H](C(=O)O)CC1=CNC2=CC=C(C=C12)C=1C=NC=CC1 (S)-2-amino-3-(5-(pyridin-3-yl)-1H-indol-3-yl)propanoic acid